(2-(2-(4-chlorophenyl)-2-methylpropanamido)-2-methylpropanoyl)-D-glutamic acid ClC1=CC=C(C=C1)C(C(=O)NC(C(=O)N[C@H](CCC(=O)O)C(=O)O)(C)C)(C)C